OC(C)(C)C=1C=C(OC1)S(=O)(=O)NC(NC1=CC(=CC=C1)C)=O 3-([4-(2-hydroxypropan-2-yl)furan-2-yl]sulfonyl)-1-(3-methylphenyl)urea